2-((1-(7-Chloro-3,4-dimethyl-5-oxo-4,5-dihydro-3H-pyrazolo[3,4-c]isoquinolin-9-yl)ethyl)amino)benzoic acid ClC=1C=C(C=2C3=C(N(C(C2C1)=O)C)N(N=C3)C)C(C)NC3=C(C(=O)O)C=CC=C3